terephthalic dibromide C(C1=CC=C(C(=O)Br)C=C1)(=O)Br